C1(CC1)NC1=NC(=CC=C1N)OC N2-Cyclopropyl-6-methoxypyridine-2,3-diamine